COC=1C=C2CN(C(C2=CC1)=O)C 5-methoxy-2-methylisoindolin-1-one